[Br-].C(CCCCCCCCCCCCC)[N+](CC1=CC=CC=C1)(C)C tetradecyl-dimethylbenzyl-ammonium bromide